tert-butyl N-[6-(3-aminopropoxy)-5-bromopyridin-2-yl]carbamate NCCCOC1=C(C=CC(=N1)NC(OC(C)(C)C)=O)Br